3-bromo-N-(2-fluoro-4-(6-(trifluoromethyl)pyridin-2-yl)benzyl)-1H-1,2,4-triazol-5-amine BrC1=NNC(=N1)NCC1=C(C=C(C=C1)C1=NC(=CC=C1)C(F)(F)F)F